O1CCN(CC1)CCN1CC2(C(C1)C(=O)OC)CCNCC2 Methyl 2-(2-morpholinoethyl)-2,8-diazaspiro[4.5]decane-4-carboxylate